(S)-N-(6-(1,2-dimethyl-1H-imidazol-5-yl)isoquinolin-3-yl)-2-(2-methylpyrrolidin-1-yl)acetamide CN1C(=NC=C1C=1C=C2C=C(N=CC2=CC1)NC(CN1[C@H](CCC1)C)=O)C